C(#N)C(C)C=1N(C(=NC1COCC)C#N)COCC 1-cyanoethyl-2-cyano-3,5-diethoxymethylimidazole